3-(2-chlorothiazol-5-yl)-8-methyl-7-oxo-6-phenyl-2,3-dihydrothiazolo[3,2-a]pyrimidin-4-ium-5-olate ClC=1SC(=CN1)C1CSC2=[N+]1C(=C(C(N2C)=O)C2=CC=CC=C2)[O-]